F[C@@H]1CN(CC1)C1=NC(=NC=C1)NC1CC2(CC(C2)OC2=C(C(=O)N)C=CC=N2)C1 2-(((2S,4r,6S)-6-((4-((S)-3-fluoro-pyrrolidin-1-yl)pyrimidin-2-yl)amino)spiro[3.3]heptan-2-yl)oxy)nicotinamide